7-amino-trifluoromethyl-coumarin NC1=CC=C2C=C(C(OC2=C1)=O)C(F)(F)F